FC1=CC=C2C=CC=C(C2=C1F)C1=C(C=2N=C(N=C(C2C=N1)N[C@H]1CNCC1)OC[C@]12CCCN2C[C@@H](C1)F)F 7-(7,8-difluoronaphthalen-1-yl)-8-fluoro-2-(((2R,7aS)-2-fluorohexahydro-1H-pyrrolizin-7a-yl)methoxy)-N-((R)-pyrrolidin-3-yl)pyrido[4,3-d]pyrimidin-4-amine